S1C=CC=2CNCCC21 4,5,6,7-tetrahydrothiopheno[3,2-c]pyridine